(R)-3-methyl-4-(7-(1-methyl-1H-1,2,4-triazol-5-yl)-3-(3-methyl-1H-pyrazol-5-yl)isothiazolo[4,5-b]pyridin-5-yl)morpholine C[C@H]1N(CCOC1)C1=CC(=C2C(=N1)C(=NS2)C2=CC(=NN2)C)C2=NC=NN2C